N1C=C(C2=CC=CC=C12)C1=C(N=C(O1)C1=CC=C(C=C1)C(F)(F)F)C(=O)O 5-(1H-indol-3-yl)-2-(4-(trifluoromethyl)phenyl)oxazole-4-carboxylic acid